C1(CC1)N1CC2(C1)CC(C2)OC=2C=CC(=NC2)C(NC(NC2=NC=CC=C2C)=S)=N 5-((2-Cyclopropyl-2-azaspiro[3.3]heptan-6-yl)oxy)-N-((3-methylpyridinyl)carbamothioyl)picolinimidamide